FC1=CC=C(CN2N=C(C3=CC=CC=C3C2=O)C2=CC=C(CNS(=O)(=O)NC(OC(C)(C)C)=O)C=C2)C=C1 tert-butyl (N-(4-(3-(4-fluorobenzyl)-4-oxo-3,4-dihydrophthalazin-1-yl)benzyl)sulfamoyl)carbamate